CN1N=C(C2C1=NC=NC2=O)C2=CC=CC=C2 1-methyl-3-phenyl-1H-pyrazolo[3,4-d]pyrimidin-4(3aH)-one